1,3-dimethylazetidin CN1CC(C1)C